FC1=CC=C(C=C1)CC=1C(=NC=C(C(=O)NC)C1)NCCN1CCCC1 5-(4-fluorophenylmethyl)-N-methyl-6-((2-(pyrrolidin-1-yl)ethyl)amino)nicotinamide